1-[5-(5-chloro-2-methoxypyridin-4-yl)-1H-pyrazole-3-carbonyl]-N-[(1-hydroxycyclopropyl)methyl]piperidine-4-carboxamide ClC=1C(=CC(=NC1)OC)C1=CC(=NN1)C(=O)N1CCC(CC1)C(=O)NCC1(CC1)O